COC(C1=CN=C(C=C1)CN(S(=O)(=O)CC)C1=CC(=CC(=C1)F)F)=O Methyl-6-((N-(3,5-difluorophenyl)ethylsulfonamido)methyl)nicotinate